CN1CCC(CC1)COC1=CC=2N(C=C1)C(=CN2)C2=CC(=NC=N2)NCC2=CC=C(C=C2)C2=NN(N=C2)C {6-[7-(1-methyl-piperidin-4-ylmethoxy)-imidazo[1,2-a]pyridin-3-yl]-pyrimidin-4-yl}-[4-(2-methyl-2H-[1,2,3]triazol-4-yl)-benzyl]-amine